2-(methylsulfonyl)-N-(6-oxo-spiro[3.3]heptane-2-yl)-5-(trifluoromethyl)benzamide CS(=O)(=O)C1=C(C(=O)NC2CC3(C2)CC(C3)=O)C=C(C=C1)C(F)(F)F